NC1=CC=C2CNC(C2=C1)=O 6-aminoisoindolin-1-one